ClC=1C(=NC=CC1)N(C)CC1=CC=C(C=C1)OC 3-chloro-N-(4-methoxybenzyl)-N-methylpyridin-2-amine